BrC=1C=CC(=C(C1)N(C(C)=O)C=1N=NN(C1)CC1OCC(CO1)(C)C)C N-(5-bromo-2-methylphenyl)-N-(1-((5,5-dimethyl-1,3-dioxan-2-yl)methyl)-1H-1,2,3-triazol-4-yl)acetamide